CC1=C(OCC2=C(C=CC=C2)C(C(=O)NC)OC)C=C(C=C1)C 2-[2-[(2,5-Dimethylphenoxy)methyl]phenyl]-2-methoxy-N-methyl-acetamide